4-ethoxy-5-(1-(2-fluorophenyl)-1H-pyrazol-4-yl)-1-methylpyridin-2(1H)-one C(C)OC1=CC(N(C=C1C=1C=NN(C1)C1=C(C=CC=C1)F)C)=O